4-methyl-3-(5-methylfuran-2-yl)isoxazol-5(4H)-one CC1C(=NOC1=O)C=1OC(=CC1)C